(4aR,8aS)-6-[6-[[5-methyl-3-(trifluoromethyl)pyrazol-1-yl]methyl]-2-azaspiro[3.3]heptane-2-carbonyl]-4,4a,5,7,8,8a-hexahydropyrido[4,3-b][1,4]oxazin-3-one CC1=CC(=NN1CC1CC2(CN(C2)C(=O)N2C[C@@H]3[C@@H](OCC(N3)=O)CC2)C1)C(F)(F)F